CC1=CC=C(N=N1)NC1=CC2=C(N(C=N2)C2=CC=C(C(=N2)C2=C(C=NC=C2)C)C(C)=O)C=C1 1-[6-[5-[(6-methylpyridazin-3-yl)amino]benzimidazol-1-yl]-2-(3-methyl-4-pyridinyl)-3-pyridinyl]ethanone